C1(=CC=CC=C1)C=1N=C(OC1C1=CC=CC=C1)S(=O)(=O)C(C(=O)NC)C 2-(4,5-diphenyloxazol-2-yl)sulfonyl-N-methyl-propanamide